C(C)OC(=O)C1=NC2=CC=C(C=C2C=C1O)Br 6-Bromo-3-hydroxy-quinoline-2-carboxylic acid ethyl ester